maleic acid monohexyl ester C(CCCCC)OC(\C=C/C(=O)O)=O